C(C(C)C)[Si](OC)(OC)C(C)C i-butyl-i-propyldimethoxysilane